methyl (Z)-3-cyclopropyl-2-methyl-3-(p-tolylsulfonyloxy)prop-2-enoate C1(CC1)/C(=C(/C(=O)OC)\C)/OS(=O)(=O)C1=CC=C(C=C1)C